2-[1-(2,2,2-trifluoroethyl)pyrazol-3-yl]thiazol-4-amine hydrochloride Cl.FC(CN1N=C(C=C1)C=1SC=C(N1)N)(F)F